C(C)(C)[Si](C1=CC=C(C=C1)C(=C)C1=CC=C(C=C1)OC)(C(C)C)C(C)C 1-[4-(triisopropylsilyl)phenyl]-1-[4'-(methoxy)phenyl]ethene